C1(=CC=C(C=C1)N(C(C=C)=O)C1=CC=C(C=C1)C)C N,N-di-p-tolylacrylamide